C(CCCCCCCCCCCCCCC(C)C)(=O)O.C(CCCCCCCCCCCCCCC(C)C)(=O)O.OCC(C)(CO)C.OCC(C)(CO)C dineopentyl glycol diisostearate